3-(6-oxo-5,6-dihydro-4H-thieno[2,3-c]pyrrol-2-yl)propanoate O=C1NCC2=C1SC(=C2)CCC(=O)[O-]